6-(4-((4-carbamoyl-1H-benzo[d]imidazol-2-yl)methyl)phenyl)-N-((4,6-dimethyl-2-oxo-1,2-dihydropyridin-3-yl)methyl)-1-ethyl-1H-indazole-4-carboxamide C(N)(=O)C1=CC=CC=2NC(=NC21)CC2=CC=C(C=C2)C=2C=C(C=1C=NN(C1C2)CC)C(=O)NCC=2C(NC(=CC2C)C)=O